C(C1=CC=CC=C1)SC1=CC=C(C=C1)NC([C@H](CC1=CC=CC=C1)N(C(OC(C)(C)C)=O)C)=O (S)-tert-butyl 1-(4-(benzylthio)phenylamino)-1-oxo-3-phenylpropan-2-yl(methyl)carbamate